ClC=1C=C(C=CC1OC1=CC2=CC=CC=C2C=C1)C=1C(=NC2=CC=C(C=C2C1N)OC)C (3-chloro-4-naphthalen-2-yloxyphenyl)-6-methoxy-2-methylquinolin-4-amine